7,10-dimethylhexadeca-8-yne-7,10-diol CC(CCCCCC)(C#CC(CCCCCC)(O)C)O